NC=1N=NC(=CC1N1CCN(CC1)CC1=CC(=C(C=C1)C1C(NC(CC1)=O)=O)F)C1=C(C=CC=C1)O 3-(4-((4-(3-amino-6-(2-hydroxyphenyl)pyridazin-4-yl)piperazin-1-yl)methyl)-2-fluorophenyl)piperidine-2,6-dione